C(CCCCCCCCCCCCCCCC)(=O)OC[C@@H](O)COP(=O)([O-])OCC[N+](C)(C)C 1-heptadecanoyl-sn-glycero-3-phosphocholine